NC1=C(C=C(C(=C1)F)N1CCN(CC1)CC)NC(OC(C)(C)C)=O tert-butyl (2-amino-5-(4-ethylpiperazin-1-yl)-4-fluorophenyl)carbamate